2-[7-[(1R,3S)-3-hydroxycyclopentyl]-5,6-dihydropyrrolo[2,3-c]pyridazin-3-yl]-3-methyl-5-(trifluoromethyl)phenol O[C@@H]1C[C@@H](CC1)N1CCC2=C1N=NC(=C2)C2=C(C=C(C=C2C)C(F)(F)F)O